(1R,3R)-3-((S)-2-((1-Acetylpiperidin-4-yl)methyl)-6-(methoxycarbonyl)-7-methyl-6,7,8,9-tetrahydro-3H-imidazo[4,5-f]chinolin-3-yl)cyclohexan C(C)(=O)N1CCC(CC1)CC=1N(C=2C(=C3CC[C@@H](N(C3=CC2)C(=O)OC)C)N1)C1CCCCC1